ClC=1N=C(C2=C(N1)CCN(C2)CC)OC2=NC=1C=CC3=C(C1N=C2)C2=C(S3)C(NC(CN2)(C)C)=O 3-((2-chloro-6-ethyl-5,6,7,8-tetrahydropyrido[4,3-d]pyrimidin-4-yl)oxy)-10,10-dimethyl-9,10,11,12-tetrahydro-8H-[1,4]diazepino[5',6':4,5]thieno[3,2-f]quinoxalin-8-one